(5-((2-azaspiro[3.3]heptan-2-yl)sulfonyl)thiophen-3-yl)(5''-bromodispiro[cyclopropane-1,1'-cyclohexane-4',3''-indolin]-1''-yl)methanone C1N(CC12CCC2)S(=O)(=O)C2=CC(=CS2)C(=O)N2CC1(C3=CC(=CC=C23)Br)CCC2(CC1)CC2